CC(C)(C)C(=O)NC1=C(N=C(C=C1)C=O)Cl N-(2-CHLORO-6-FORMYLPYRIDIN-3-YL)PIVALAMIDE